5-bromo-3-((5S,6S)-3-oxo-5,6-diphenyl-3,4,5,6-tetrahydropyrazin-2-yl)-1H-indole BrC=1C=C2C(=CNC2=CC1)C1=N[C@H]([C@@H](NC1=O)C1=CC=CC=C1)C1=CC=CC=C1